(E)-3-(4-methylbenzylidene)-5-phenylpent-4-yn-2-one CC1=CC=C(\C=C(\C(C)=O)/C#CC2=CC=CC=C2)C=C1